BrC1=C(C=C2C(N=CNC2=C1)=O)OC 7-Bromo-6-methoxyquinazolin-4(1H)-one